methyl 2-amino-3,4-difluorobenzoate NC1=C(C(=O)OC)C=CC(=C1F)F